O=C1NC(CCC1NC=1C(=C(C=CC1)C1CCN(CC1)C(=O)OC(C)(C)C)F)=O tert-butyl 4-[3-[(2,6-dioxo-3-piperidyl)amino]-2-fluoro-phenyl]piperidine-1-carboxylate